C(C)C1=NN2C(N=C(C=C2C)C)=C1CC1=CC=C(C=C1)/C=C/CN1CCN(CC1)CC12CC(C1)(C2)NC(OC(C)(C)C)=O tert-butyl (E)-(3-((4-(3-(4-((2-ethyl-5,7-dimethylpyrazolo[1,5-a]pyrimidin-3-yl)methyl)phenyl)allyl)piperazin-1-yl)methyl)bicyclo[1.1.1]pentan-1-yl)carbamate